2-(3-fluoropyridin-4-yl)-7-(2-hydroxypropyl)-1H,5H,6H,7H-pyrrolo[3,2-c]Pyridin-4-one FC=1C=NC=CC1C1=CC=2C(NCC(C2N1)CC(C)O)=O